3-((2-methylindolin-1-yl)sulfonyl)-N-(o-tolyl)benzamide CC1N(C2=CC=CC=C2C1)S(=O)(=O)C=1C=C(C(=O)NC2=C(C=CC=C2)C)C=CC1